5-(2-methoxyethyl)-4-(trifluoromethyl)-1H-pyridin-2-one COCCC=1C(=CC(NC1)=O)C(F)(F)F